BrC1=C(C(=C2C(=NC(N(C2=C1)C1=C(C=CC=C1)C(C)C)=O)O)OCC1CN(CCN1)C(=O)OC(C)(C)C)Cl tert-butyl 3-(((7-bromo-6-chloro-4-hydroxy-1-(2-isopropylphenyl)-2-oxo-1,2-dihydro quinazolin-5-yl)oxy)methyl)piperazin-1-carboxylate